C12(C(CC(CC1)C2(C)C)S(=O)(=O)[O-])C.C(C)(C)(C)C=2C(=C(C=CC2)[I+]C2=C(C(=CC=C2)C(C)(C)C)C(C)(C)C)C(C)(C)C bis-(di-t-butylphenyl)iodonium camphanesulfonate